N-(3-(1H-indazol-4-yl)phenethyl)-2-ethynyl-thiazole-4-carboxamide N1N=CC2=C(C=CC=C12)C=1C=C(CCNC(=O)C=2N=C(SC2)C#C)C=CC1